1,8-dichloro-bicyclo(5.4.0)-7-undecene ClC12CCCCCC2=C(CCC1)Cl